2-chloro-5-cyano-N-(6-cyclopropylpyridin-3-yl)benzamide ClC1=C(C(=O)NC=2C=NC(=CC2)C2CC2)C=C(C=C1)C#N